6-(cyanomethyl)benzonitrile C(#N)CC1=CC=CC=C1C#N